FCC([C@H](CC(=O)OCC=1OC(OC1C)=O)NC(=O)[C@@]1(CC(=NO1)C1=NC=CC2=CC=CC=C12)C(C)C)=O (5-methyl-2-oxo-1,3-dioxol-4-yl)methyl (S)-5-fluoro-3-((R)-5-isopropyl-3-(isoquinolin-1-yl)-4,5-dihydroisoxazole-5-carboxamido)-4-oxopentanoate